benzo[d]oxazole-7-sulfonyl chloride O1C=NC2=C1C(=CC=C2)S(=O)(=O)Cl